C(C)N(C(=O)OC1=C(C=CC=C1)B(O)O)CC (2-((diethylcarbamoyl)oxy)phenyl)boronic acid